BrC=1C=C2C(=NC(=NC2=CC1OC)Cl)N[C@H](C)C1=CC(=CC=C1)C(F)(F)F 6-bromo-2-chloro-7-methoxy-N-[(1R)-1-[3-(trifluoromethyl)phenyl]ethyl]quinazolin-4-amine